3-[7-fluoro-3-oxo-4-(prop-2-ynyl)-3,4-dihydro-2H-benzo[1,4]oxazin-6-yl]-1,5-dimethyl-6-thioxo[1,3,5]triazin-2,4-dione FC1=CC2=C(N(C(CO2)=O)CC#C)C=C1N1C(N(C(N(C1=O)C)=S)C)=O